C12CN(C(CC1)C2)C2=C(C=CC(=C2)[N+](=O)[O-])C(=O)N2CCS(CC2)(=O)=O [2-(3-azabicyclo[2.2.1]heptan-3-yl)-4-nitrophenyl]-(1,1-dioxo-1,4-thiazinan-4-yl)methanone